ClC=1C=C(C2=NS(CCN2C1)(=O)=O)C1=CC=C(C=C1)OC1=NC(=CC=C1)C 7-chloro-9-{4-[(6-methylpyridin-2-yl)oxy]phenyl}-3,4-dihydropyrido[2,1-c][1,2,4]thiadiazine 2,2-dioxide